2,2-dimethyl-1-[(3S)-3-(6-methylpyrazin-2-yl)-1,2-oxazolidin-2-yl]propan-1-one CC(C(=O)N1OCC[C@H]1C1=NC(=CN=C1)C)(C)C